1-(4-(1,4-dimethyl-1H-pyrazol-5-yl)-5-fluoropyrimidin-2-yl)-N-((2,4-dimethylthiazol-5-yl)methyl)piperidine-4-carboxamide n-butyl-peroxy-valerate C(CCC)OOC(CCCC)=O.CN1N=CC(=C1C1=NC(=NC=C1F)N1CCC(CC1)C(=O)NCC1=C(N=C(S1)C)C)C